C(\C=C/CO)O (Z)-but-2-ene-1,4-diol